5-[2-(2,6-difluorophenyl)-3-methyl-5-phenyl-3H-imidazol-4-yl]-3-isobutyl-3H-imidazo[4,5-b]pyridin-2-ylamine FC1=C(C(=CC=C1)F)C1=NC(=C(N1C)C1=CC=C2C(=N1)N(C(=N2)N)CC(C)C)C2=CC=CC=C2